C(C)(C)(C)C1C=2C=C(C(NC2C=2C(=C3CCCN(C3=C(C2)OC(F)F)CCCOC)C1)=O)C(=O)O 6-(tert-butyl)-12-(difluoromethoxy)-1-(3-methoxypropyl)-9-oxo-1,2,3,4,5,6,9,10-octahydroquinolino[7,8-f]quinoline-8-carboxylic acid